N-((1R)-3-cyano-3-azabicyclo[3.1.0]hexan-1-yl)-4-(3-(4-fluorophenoxy)pyridin-4-yl)benzamide C(#N)N1C[C@]2(CC2C1)NC(C1=CC=C(C=C1)C1=C(C=NC=C1)OC1=CC=C(C=C1)F)=O